2-Amino-6-(trifluoromethyl)pyridine NC1=NC(=CC=C1)C(F)(F)F